(S)-5-((2-fluorobenzyl)oxy)-2-methyl-N-(pyrrolidin-3-yl)benzofuran-3-carboxamide FC1=C(COC=2C=CC3=C(C(=C(O3)C)C(=O)N[C@@H]3CNCC3)C2)C=CC=C1